C(C)(C)(C)C1=C(C(=C(CC2=C(C(=C(C(=C2C(=O)O)S)S)C(=O)O)CC2=C(C(=C(C=C2C)C(C)(C)C)O)C)C(=C1)C)C)O bis(4-tert-butyl-3-hydroxy-2,6-dimethylbenzyl)dimercapto-terephthalic acid